Myristaldehyde C(CCCCCCCCCCCCC)=O